BrC=1C=C2C(=C(C(N(C2=NC1)CC=1C=NC=CC1)=O)C(=O)OCC)O ethyl 6-bromo-4-hydroxy-2-oxo-1-(pyridin-3-ylmethyl)-1,2-dihydro-1,8-naphthyridine-3-carboxylate